tert-butyl (2-((6-((4-amino-3-(2-aminobenzo[d]oxazol-5-yl)-1H-pyrazolo[3,4-d]pyrimidin-1-yl)methyl)-3,4-dihydroisoquinolin-2(1H)-yl)sulfonyl)ethyl)carbamate NC1=C2C(=NC=N1)N(N=C2C=2C=CC1=C(N=C(O1)N)C2)CC=2C=C1CCN(CC1=CC2)S(=O)(=O)CCNC(OC(C)(C)C)=O